NC([C@H](C)NC(C1=CC(=CC(=C1)Br)Br)=O)=O N-[(2S)-1-amino-1-oxopropan-2-yl]-3,5-dibromobenzamide